C1(CC1)CC=1C2=C(C(N(C1)C)=O)C(=C(N2)C2=CC(=NC=C2)NC(C(C)C2=CC=C(C=C2)F)=O)C2=CC=C(C=C2)F N-{4-[7-(Cyclopropylmethyl)-3-(4-fluorophenyl)-5-methyl-4-oxo-4,5-dihydro-1H-pyrrolo[3,2-c]pyridin-2-yl]pyridin-2-yl}-2-(4-fluorophenyl)propanamid